[Si](C)(C)(C(C)(C)C)OCC1=CC(=NC2=CC=C(C=C12)C(=O)N1C(CCCC1)C1=CC=C(C=C1)C(F)(F)F)NCC1=CC=C(C=C1)OC (4-(((tert-butyldimethylsilyl)oxy)methyl)-2-((4-methoxybenzyl)amino)quinolin-6-yl)(2-(4-(trifluoromethyl)phenyl)piperidin-1-yl)methanone